3-hydroxypiperidin-4-yl-aminocarbonic acid OC1CNCCC1NOC(O)=O